FC(C(C(F)(F)F)OC(C=C)=O)(F)F acrylic acid hexafluoroisopropyl ester